N-(4-(5-(furan-2-yl)-1-(4-methylbenzoyl)-4,5-dihydro-1H-pyrazol-3-yl)phenyl)methanesulfonamide O1C(=CC=C1)C1CC(=NN1C(C1=CC=C(C=C1)C)=O)C1=CC=C(C=C1)NS(=O)(=O)C